2-octadecyl-4,4,5,5-tetramethyl-1,3,2-dioxaborolane C(CCCCCCCCCCCCCCCCC)B1OC(C(O1)(C)C)(C)C